12-(3-adamantan-1-ylureido)dodecanoic acid C12(CC3CC(CC(C1)C3)C2)NC(NCCCCCCCCCCCC(=O)O)=O